9-(4-hydroxy-3-hydroxymethyl-but-1-yl)guanine OCC(CCN1C=2N=C(NC(C2N=C1)=O)N)CO